C(C)N(C1CC1)CCC1=CNC2=CC=C(C=C12)F N-ethyl-N-(2-(5-fluoro-1H-indol-3-yl)ethyl)cyclopropanamine